tert-butyl N-[4-chloro-3-[[5-[5-(4-fluorophenyl)-1,2,4-oxadiazol-3-yl]-3-methyl-2-pyridyl]carbamoyl]phenyl]carbamate ClC1=C(C=C(C=C1)NC(OC(C)(C)C)=O)C(NC1=NC=C(C=C1C)C1=NOC(=N1)C1=CC=C(C=C1)F)=O